N[C@H]1C[C@H](N(C1)C(=O)OCC1=CC=CC=C1)C(=O)OC 1-benzyl 2-methyl (2S,4S)-4-aminopyrrolidine-1,2-dicarboxylate